6-(1H-imidazolyl)pyridine N1(C=NC=C1)C1=CC=CC=N1